ClC1=NC=C(C(=N1)[C@@H]1C[C@@H](CC1)O)F |r| rac-(1R,3S)-3-(2-chloro-5-fluoropyrimidin-4-yl)cyclopentan-1-ol